3,3,3-Trifluoropropane-1,2-diamine dihydrochloride Cl.Cl.FC(C(CN)N)(F)F